CS(=O)(=O)C[C@@H]1[C@H](N(C1)C=1C=CC(=C2C=C(N=CC12)NC1=NC(=NC=C1)N1[C@@H](C[C@@H](CC1)O)C)C(C)C)C (2R,4R)-1-[4-({8-[(2R,3S)-3-(methanesulfonyl-methyl)-2-methylazetidin-1-yl]-5-(propan-2-yl)isoquinolin-3-yl}amino)pyrimidin-2-yl]-2-methyl-piperidin-4-ol